(3-(4-methoxyphenyl)-1,2,4-oxadiazol-5-yl)piperidine-4-carboxamide COC1=CC=C(C=C1)C1=NOC(=N1)N1CCC(CC1)C(=O)N